1-(4-(hydroxymethyl)phenyl)-N-((1R,3R)-3-((5-propylpyrazolo[1,5-a]pyrimidin-7-yl)amino)cyclopentyl)piperidine-4-carboxamide OCC1=CC=C(C=C1)N1CCC(CC1)C(=O)N[C@H]1C[C@@H](CC1)NC1=CC(=NC=2N1N=CC2)CCC